O[C@@H]1C[C@H](NC1)C(=O)O.[Na] sodium trans-4-hydroxy-L-proline